NC1=C(C=CC(=C1)C(F)(F)F)NN(C(=O)OC(C)(C)C)C tert-butyl 2-[2-amino-4-(trifluoromethyl) phenyl]-1-methylhydrazine-1-carboxylate